(E)-3-(6-aminopyridin-3-yl)-N-((5-(5-(piperazine-1-carbonyl)pyrimidin-2-yl)-7-(trifluoromethyl)benzofuran-2-yl)methyl)acrylamide NC1=CC=C(C=N1)/C=C/C(=O)NCC=1OC2=C(C1)C=C(C=C2C(F)(F)F)C2=NC=C(C=N2)C(=O)N2CCNCC2